NC(=C[O-])CC1=CC=CC=C1 (+)-2-amino-3-phenyl-1-propenolate